1-[(4-methoxyphenyl)methyl]-3-(1,1,1-trifluoro-2-methylpropan-2-yl)pyrrolidine COC1=CC=C(C=C1)CN1CC(CC1)C(C(F)(F)F)(C)C